4,4'-diaminodicyclohexylmethane C1CC(CCC1CC2CCC(CC2)N)N